(S)-2-(2',5'-Difluoro-[1,1'-biphenyl]-4-yl)-N-methyl-N-(4-(methyl-d3)-5-(S-methylsulfonimidoyl)thiazol-2-yl)acetamide FC1=C(C=C(C=C1)F)C1=CC=C(C=C1)CC(=O)N(C=1SC(=C(N1)C([2H])([2H])[2H])[S@](=O)(=N)C)C